FC1=C(C=CC(=C1)C=1SC(=CC1)C1=CC=C(C=C1)OC)C(N)=N 2-Fluoro-4-[5-(4-methoxyphenyl)thiophen-2-yl]benzenecarboximidamide